n-methyl-2-pyrrolidinecarboxylic acid CN1C(CCC1)C(=O)O